(R)-(3-aminopiperidin-1-yl)(2-(7-chloro-1-(cyclobutylmethyl)-1H-indol-2-yl)-3,4-dihydro-5-oxa-1,2a-diazaacenaphthylen-7-yl)methanone N[C@H]1CN(CCC1)C(=O)C=1C=C2OCCN3C(=NC(C1)=C32)C=3N(C2=C(C=CC=C2C3)Cl)CC3CCC3